C1(=CCCC2=CC=CC=C12)C1=CC=CC=2N3C(COCC21)=NN=C3C 7-(3,4-dihydronaphthalen-1-yl)-1-methyl-4H,6H-benzo[e][1,2,4]triazolo[3,4-c][1,4]oxazepine